2-hydroxy-6-(trifluoromethyl)-4-vinylnicotinamide OC1=C(C(=O)N)C(=CC(=N1)C(F)(F)F)C=C